O=C1NN=CN1COC(C(C)(C)C)=O.CC(C(=O)OCN1C(=NN(C1=O)C)Br)(C)C (3-bromo-1-methyl-5-oxo-1,2,4-triazol-4-yl)methyl 2,2-dimethylpropanoate (3-oxo-2H-1,2,4-triazol-4-yl)methyl-2,2-dimethylpropanoate